FC(OC=1C=CC(=NC1)OC=1C=C(C#N)C=CC1)F 3-((5-(difluoromethoxy)pyridin-2-yl)oxy)benzonitrile